Diamino-dimethyl-dicyclohexylmethan NC1(CCC(CC1)C(C1CCCCC1)(C)C)N